[N+](=O)([O-])C1=CC=C(CNC(=O)NC2=CC=CC=C2)C=C1 N-(4-nitrobenzyl)-N'-phenylurea